C[C@H]1CN(CCN1CC1CC1)C1=NC=C(C=C1)C1(NNC(=N1)N)N 3-(2-(3-(S)-methyl-4-cyclopropylmethylpiperazin-1-yl)pyridin-5-yl)-1H-1,2,4-triazole-3,5-diamine